6-[5-chloro-8-(prop-2-enamido)naphthalen-2-yl]-N-[2-(1-methylpiperidin-4-yl)ethyl]pyridine-2-carboxamide ClC1=C2C=CC(=CC2=C(C=C1)NC(C=C)=O)C1=CC=CC(=N1)C(=O)NCCC1CCN(CC1)C